C1NCCC12N(CCCC2)C(=O)OC(C)(C)C tert-butyl 2,6-diazaspiro[4.5]decane-6-carboxylate